NC1=C(C=CC=C1)NC(CCCCCNC(=O)C1=CC(=NN1)C1=CC=C(C=C1)N(C)C)=O N-{6-[(2-aminophenyl)amino]-6-oxohexyl}-3-[4-(dimethylamino)phenyl]-1H-pyrazole-5-carboxamide